N-[4-fluoro-5-[[5-[(3R)-3-fluoropyrrolidin-1-yl]pyrazin-2-yl]carbamoyl]-2-methylphenyl]-2-methyl-1,3-thiazole-5-carboxamide FC1=CC(=C(C=C1C(NC1=NC=C(N=C1)N1C[C@@H](CC1)F)=O)NC(=O)C1=CN=C(S1)C)C